silicon-calcium titanium [Ti].[Ca].[Si]